C(C)C(C(=O)OC1(CC(OCC1)CC(C)C)C)C1=C2N(C(N1)=S)CCC2 4-methyl-2-(2-methylpropyl)oxacyclohexane-4-ol ethyl-2-(3-thioxo-2,5,6,7-tetrahydropyrrolo[1,2-c]imidazol-1-yl)acetate